C(C)(C)(C)OC(=O)N1CC(C1)CNC1=C(N=NC(=C1)Cl)C(=O)OC methyl 4-((1-(tert-butoxycarbonyl)azetidin-3-yl)methylamino)-6-chloropyridazine-3-carboxylate